BrC=1C=C(C2=CC(=C(C=C2C1)Cl)C1CC1)CCNC(C)=O N-(2-(3-bromo-6-chloro-7-cyclopropylnaphthalen-1-yl)ethyl)acetamide